COC1=NC=2N(C=C1)C(=NN2)C2CC(CCC2)N 3-(7-methoxy-[1,2,4]triazolo[4,3-a]pyrimidin-3-yl)cyclohexanamine